N'-(2-chloro-5-methyl-4-(3-(2-(trifluoromethyl)phenoxy)oxetan-3-yl)phenyl)-N-ethyl-N-methylformimidamide ClC1=C(C=C(C(=C1)C1(COC1)OC1=C(C=CC=C1)C(F)(F)F)C)N=CN(C)CC